thiouronium hexafluoro-phosphate F[P-](F)(F)(F)(F)F.[NH2+]=C(S)N